3,4-diphenylsulfonyl-furazan nitrogen [N].C1(=CC=CC=C1)S(=O)(=O)C1=NON=C1S(=O)(=O)C1=CC=CC=C1